4-(1-(4-((2-azabicyclo[2.2.2]oct-2-yl)methyl)-2-chlorophenyl)-1H-imidazol-4-yl)-N-(1-(methylsulfonyl)piperidin-4-yl)-5-(trifluoromethyl)pyrimidin-2-amine C12N(CC(CC1)CC2)CC2=CC(=C(C=C2)N2C=NC(=C2)C2=NC(=NC=C2C(F)(F)F)NC2CCN(CC2)S(=O)(=O)C)Cl